ClC1=C(C=CC(=C1)C)C(CNC(C1=CC(=NC=C1SC1=C(C(=CC=C1)C1CC1)F)C)=O)(F)F N-[2-(2-chloro-4-methylphenyl)-2,2-difluoroethyl]-5-[(3-cyclopropyl-2-fluorophenyl)sulfanyl]-2-methylisonicotinamide